(3R,4S,7R)-4-((benzoyloxy)methyl)-1,1-difluoro-5-oxaspiro[2.4]heptane-6,7-diacetic acid C(C1=CC=CC=C1)(=O)OC[C@@H]1[C@@]2(CC2(F)F)[C@H](C(O1)CC(=O)O)CC(=O)O